ClC1=CC=C(N=N1)N1CCN(CC1)CC1=C2CN(CC2=CC=C1)C1C(NC(CC1)=O)=O 4-((4-(6-chloropyridazin-3-yl)piperazin-1-yl)methyl)-2-(2,6-dioxopiperidin-3-yl)isoindoline